2-amino-6-borono-2-(3-(piperazin-1-yl)propyl)hexanoic acid NC(C(=O)O)(CCCCB(O)O)CCCN1CCNCC1